COC=1C=C(CNC(OC(C)(C)C)=O)C=CC1C#C[Si](C)(C)C tert-butyl 3-methoxy-4-((trimethylsilyl)ethynyl)benzylcarbamate